FS(C1=CC=C(C=C1)[C@@H]1CC[C@H](CC1)OC1=C(N=NN1)C(=O)O)(F)(F)(F)F 5-(((trans)-4-(4-(Pentafluoro-λ6-sulfanyl)phenyl)cyclohexyl)oxy)-1H-1,2,3-triazole-4-carboxylic acid